C(CC(O)(C(=O)O)CC(=O)O)(=O)O.CC1=CC=C(C=C1)S(=O)(=O)N 4-methylbenzenesulfonamide citrate